NC1CN(CC(C1(F)F)C)C1=C(C=C(C(=N1)NC=1C=C2C=C(C(N(C2=CC1)CC1COC1)=O)OCC(=O)NC)Cl)C#N 2-[[6-[[6-(3-Amino-4,4-difluoro-5-methyl-1-piperidinyl)-3-chloro-5-cyano-2-pyridinyl]amino]-1-(oxetan-3-ylmethyl)-2-oxo-3-quinolinyl]oxy]-N-methyl-acetamide